C(C)(C)C1=CC=C(C=C1)CC=1C=NNC1C 4-[(4-isopropylphenyl)methyl]-5-methyl-1H-pyrazole